N-[(1S)-1-(5-Cyano-3-fluoropyridin-2-yl)ethyl]-2-(5,6-difluoro-2,4-dioxo-1H-quinazolin-3-yl)acetamide C(#N)C=1C=C(C(=NC1)[C@H](C)NC(CN1C(NC2=CC=C(C(=C2C1=O)F)F)=O)=O)F